C(C1CO1)C1=C(N(OC2=CC=CC=C2)CC2CO2)C=CC=C1 diglycidyl-phenoxyAniline